FC(C(=O)N1CC(CC1)N1N=C(C=2C1=NC=C(C2)OC)C2=CC=C(C=C2)C(F)(F)F)=C 2-fluoro-1-(3-(5-methoxy-3-(4-(trifluoromethyl)phenyl)-1H-pyrazolo[3,4-b]pyridin-1-yl)-pyrrolidin-1-yl)prop-2-en-1-one